2-(1-(5-(1,3-dioxolane-2-yl)pyridin-2-yl)-1H-pyrazol-3-yl)propan-2-ol O1C(OCC1)C=1C=CC(=NC1)N1N=C(C=C1)C(C)(C)O